N-(3-chloro-4-(4-(piperidin-4-ylsulfonyl)piperazine-1-carbonyl)phenyl)-5-(2,3-difluoro-4-methoxyphenyl)-1-methyl-1H-imidazole-2-carboxamide formate C(=O)O.ClC=1C=C(C=CC1C(=O)N1CCN(CC1)S(=O)(=O)C1CCNCC1)NC(=O)C=1N(C(=CN1)C1=C(C(=C(C=C1)OC)F)F)C